COC1=CC=C(C=C1)CN1C2CC(C(C1CN)C)C2 TRANS-{2-[(4-methoxyphenyl)methyl]-4-methyl-2-azabicyclo[3.1.1]heptan-3-yl}methanamine